2-butyl-1-(4-methoxybenzyl)-1H-imidazo[4,5-c]quinoline C(CCC)C=1N(C2=C(C=NC=3C=CC=CC23)N1)CC1=CC=C(C=C1)OC